4-((4-Bromo-6-fluoro-1-(triisopropylsilyl)-1H-indol-5-yl)methyl)picolinonitrile BrC1=C2C=CN(C2=CC(=C1CC1=CC(=NC=C1)C#N)F)[Si](C(C)C)(C(C)C)C(C)C